NC1=CC=C(C=C1)CCNC(C1=CC=C(C=C1)C1=NNC(=C1)C1=CC=C(C=C1)Cl)=O N-(4-aminophenylethyl)-4-(5-(4-chlorophenyl)-1H-pyrazol-3-yl)benzamide